1,4-cyclohexane-dimethanol terephthalate C(C1=CC=C(C(=O)O)C=C1)(=O)O.C1(CCC(CC1)CO)CO